N-(2-chloro-6-methylphenyl)-6,6-dimethyl-4,6-dihydropyrrolo[3,4-c]pyrazol-5(1H)-carboxamid ClC1=C(C(=CC=C1)C)NC(=O)N1C(C=2NN=CC2C1)(C)C